methyl-1-(tetrahydro-2H-pyran-4-yl)-1H-imidazo[4,5-c]cinnolin-2(3H)-one CN1C(N(C2=C1N=NC=1C=CC=CC21)C2CCOCC2)=O